ClC1=C(C=CC2=C1C(=NCC=1N2C=NN1)C1=C(C=CC=C1F)F)C 7-chloro-6-(2,6-difluorophenyl)-8-methyl-4H-[1,2,4]Triazolo[4,3-a][1,4]Benzodiazepine